C(C)(C)N1N=CC2=NC(=CC(=C21)N[C@H]2COCC2)C2=CC(=CC=C2)COC 1-isopropyl-5-[3-(methoxymethyl)phenyl]-N-[(3R)-tetrahydrofuran-3-yl]pyrazolo[4,3-b]pyridin-7-amine